tert-butyl-(R)-3-(2-methyl-5-(pyridin-3-ylmethoxy)benzofuran-3-carboxamido)pyrrolidine C(C)(C)(C)N1C[C@@H](CC1)NC(=O)C1=C(OC2=C1C=C(C=C2)OCC=2C=NC=CC2)C